2-(((1s,4s)-4-(((2-methoxy-phenyl)(phenyl)carbamoyl-oxy)methyl)cyclohexyl)methoxy)acetic acid COC1=C(C=CC=C1)N(C(=O)OCC1CCC(CC1)COCC(=O)O)C1=CC=CC=C1